CNCCOCCOCCOCCC(=O)OCCC#N 2-cyanoethyl 5,8,11-trioxa-2-azatetradecan-14-oate